3-(2-aminoethyl)propyldimethoxymethyl-Silane (2r,4r)-4-hydroxypyrrolidine-2-carboxylate hydrochloride Cl.O[C@@H]1C[C@@H](NC1)C(=O)O.NCCCCC[SiH2]C(OC)OC